NC1=C2N=C(N(C2=NC(=N1)OCCCC)CC1=CC=C(C(=O)NCCOCCOCCN)C=C1)O 4-((6-amino-2-butoxy-8-hydroxy-9H-purin-9-yl)methyl)-N-(2-(2-(2-aminoethoxy)ethoxy)ethyl)benzamide